(dimethyl)silane C[SiH2]C